N1=C(N=CC=C1)C(C)NCC1=NC=C(C=C1)C(F)(F)F (pyrimidin-2-yl)-N-((5-(trifluoromethyl)pyridin-2-yl)methyl)ethan-1-amine